sodium cis-propenoate C(C=C)(=O)[O-].[Na+]